N-(1,1-dioxothiolan-3-yl)-6-((5-methyl-3-(6-methyl-3-pyridinyl)isoOxazol-4-yl)methoxy)pyridine-3-carboxamide O=S1(CC(CC1)NC(=O)C=1C=NC(=CC1)OCC=1C(=NOC1C)C=1C=NC(=CC1)C)=O